2-chloro-4-[[2-(pyridin-2-yl)ethyl]amino]pyrimidin-5-carboxamide ClC1=NC=C(C(=N1)NCCC1=NC=CC=C1)C(=O)N